NC(CN1N=C(C=C1)C1=CC(=C(C#N)C=C1)C(F)(F)F)C 4-(1-(2-aminopropyl)-1H-pyrazol-3-yl)-2-trifluoromethylbenzonitrile